N1(CCC1)C(=O)C=1N=C2N(N1)C(CC2)C2=C(C=CC=C2)F Azetidin-1-yl-[5-(2-fluorophenyl)-6,7-dihydro-5H-pyrrolo[1,2-b][1,2,4]triazol-2-yl]methanone